gamma-glycidyl-glycidoxypropyl-trimethoxysilane C(C1CO1)C(CC[Si](OC)(OC)OC)OCC1CO1